(R)-N2-(3,5-difluorophenyl)-N4-(1-(thiophen-2-yl)ethyl)quinazoline-2,4-diamine FC=1C=C(C=C(C1)F)NC1=NC2=CC=CC=C2C(=N1)N[C@H](C)C=1SC=CC1